2,5-dioxopyrrolidin-1-yl 1-benzyl-1H-pyrazole-4-carboxylate C(C1=CC=CC=C1)N1N=CC(=C1)C(=O)ON1C(CCC1=O)=O